trimethylneopentylammonium perfluorobutanesulfonate salt FC(C(C(C(F)(F)F)(F)F)(F)F)(S(=O)(=O)[O-])F.C[N+](CC(C)(C)C)(C)C